3-Chloro-4-pyrrolidin-1-ylbenzoic acid ClC=1C=C(C(=O)O)C=CC1N1CCCC1